(R)-α-cyano-4-fluoro-3-phenoxybenzyl (1S,3R)-3-(2,2-dichlorovinyl)-2,2-dimethylcyclopropanecarboxylate ClC(=C[C@@H]1C([C@H]1C(=O)O[C@H](C1=CC(=C(C=C1)F)OC1=CC=CC=C1)C#N)(C)C)Cl